C(C([2H])([2H])[2H])(C([2H])([2H])[2H])(C([2H])([2H])[2H])O tertiary butanol-d9